S(=O)(OCCC=1SC=CC1)OCCC=1SC=CC1 bis(2-(thiophen-2-yl) ethyl) sulfite